1,1-diethoxy-5-methanesulfonyloxy-2-pentyne C(C)OC(C#CCCOS(=O)(=O)C)OCC